lead-tin-zinc [Zn].[Sn].[Pb]